tert-butyl 5-[(2S)-1,4-dioxan-2-ylmethyl]-2,4-dioxopiperidine-1-carboxylate O1[C@H](COCC1)CC1C(CC(N(C1)C(=O)OC(C)(C)C)=O)=O